tert-butyl 3-(2-(1,3-dioxoisoindolin-2-yl)ethylidene)piperidine-1-carboxylate O=C1N(C(C2=CC=CC=C12)=O)CC=C1CN(CCC1)C(=O)OC(C)(C)C